E-[4-[3-(4-Fluorophenyl)-3-[4-[3-(morpholin-4-yl)propynyl]phenyl]allyloxy]-2-methyl-phenoxy]acetic acid FC1=CC=C(C=C1)/C(=C/COC1=CC(=C(OCC(=O)O)C=C1)C)/C1=CC=C(C=C1)C#CCN1CCOCC1